C(CC)(=O)OC1=C(C(=C(C(=C1CCS)C(C)(C)C)O)C(C)(C)C)CCS bis(2-mercapto-ethyl)-(3,5-di-tert-butyl-4-hydroxyphenyl) propionate